7-[7-fluoro-3-(methoxymethoxy)-8-[2-(triisopropylsilyl)ethynyl]naphthalen-1-yl]-2-methanesulfinylpyrido[4,3-d]pyrimidin-5-yl-2-(trifluoromethyl)azetidine FC1=CC=C2C=C(C=C(C2=C1C#C[Si](C(C)C)(C(C)C)C(C)C)C1=CC=2N=C(N=CC2C(=N1)N1C(CC1)C(F)(F)F)S(=O)C)OCOC